methyl 3-(3-(2-(5-((4,6-difluoro-1-((2-(trimethylsilyl)ethoxy)methyl)-1H-indol-5-yl)oxy)-2-fluorophenyl)-1-((2-(trimethylsilyl)ethoxy)methyl)-1H-imidazole-5-carbonyl)phenyl)propanoate FC1=C2C=CN(C2=CC(=C1OC=1C=CC(=C(C1)C=1N(C(=CN1)C(=O)C=1C=C(C=CC1)CCC(=O)OC)COCC[Si](C)(C)C)F)F)COCC[Si](C)(C)C